((4S,5R)-5-(4-methylthiazol-5-yl)2,2-dimethyl-1,3-dioxolan-4-yl)methanol CC=1N=CSC1[C@H]1[C@@H](OC(O1)(C)C)CO